[SiH2]([SiH3])P(C)C disilanyldimethylphosphine